BrC1=CC=C2C=NC(=NN21)C2=C(C=CC(=C2)[N+](=O)[O-])C 7-bromo-2-(2-methyl-5-nitrophenyl)pyrrolo[2,1-f][1,2,4]triazine